3-methoxy-4-(phosphonooxy)benzoic acid methyl ester COC(C1=CC(=C(C=C1)OP(=O)(O)O)OC)=O